[Si](C)(C)(C(C)(C)C)OCC1CC2=C(C=C(C=C2C1)OCC(C)(O)C)F 1-[[2-[[tert-Butyl(dimethyl)silyl]oxymethyl]-7-fluoro-2,3-dihydro-1H-inden-5-yl]oxy]-2-methylpropan-2-ol